C(C)(C)C1=C(NC2=CC=C(C=C12)C1CCNCC1)C1=CC2=C(NC(O2)=O)C=C1 6-(3-isopropyl-5-(piperidin-4-yl)-1H-indol-2-yl)benzo[d]oxazol-2(3H)-one